C1(CC1)[C@@H]1[C@H](N1)C(=O)O (2S,3R)-3-cyclopropyl-aziridine-2-carboxylic acid